N-METHYL-2-BORONO-4-FLUOROBENZAMIDE CNC(C1=C(C=C(C=C1)F)B(O)O)=O